(R)-6-chloro-3-((1-(2-(5-fluoro-isoindolin-2-yl)-3,6-dimethyl-4-oxo-3,4-dihydroquinazolin-8-yl)ethyl)amino)-N-(methylcarbamoyl)pyridine-2-sulfonamide ClC1=CC=C(C(=N1)S(=O)(=O)NC(NC)=O)N[C@H](C)C=1C=C(C=C2C(N(C(=NC12)N1CC2=CC=C(C=C2C1)F)C)=O)C